NC=1C=C2C(=CNC2=CC1)C1CCN2CCCC2C1 5-amino-3-(octahydroindolizin-7-yl)-1H-indole